CC1=C(NC(C(=O)O)=O)C(=CC=C1)C 2-(2,6-dimethylanilino)-2-oxo-acetic acid